C(C)(C)C1=CC=C(C(=O)NN=CC2=CC=C(C(=O)OC)C=C2)C=C1 Methyl 4-((2-(4-isopropylbenzoyl)hydrazineylidene)methyl)benzoate